C(C1=CC=CC=C1)(C1=CC=CC=C1)N(C=1N(C(C(=C(N1)C(=O)NC1=CC(=C(C=C1)F)F)O)=O)C)C 2-(benzhydryl(methyl)amino)-N-(3,4-difluorophenyl)-5-hydroxy-1-methyl-6-oxo-1,6-dihydropyrimidine-4-carboxamide